FC=1C(=C(C=CC1)NC1=C(NC2=C1C(NCC2)=O)C2=C(C=NC=C2)C#C[C@@H]2N(CCC2)C(=O)OC(C)(C)C)OC tert-butyl (2R)-2-[2-(4-{3-[(3-fluoro-2-methoxyphenyl)amino]-4-oxo-1H,5H,6H,7H-pyrrolo[3,2-c]pyridin-2-yl}pyridin-3-yl)ethynyl]pyrrolidine-1-carboxylate